N-((3R,4S)-4-((6-(2,6-dichloro-3,5-di-methoxyphenyl)-8-((3-(isopropyl-amino)propyl)amino)pyrido[3,4-d]pyrimidin-2-yl)amino)tetrahydrofuran-3-yl)acrylamide ClC1=C(C(=C(C=C1OC)OC)Cl)C1=CC2=C(N=C(N=C2)N[C@H]2[C@H](COC2)NC(C=C)=O)C(=N1)NCCCNC(C)C